5-[[3-(tert-butyl-dimethyl-silyloxy)-propyl]-(7-chloro-3-methyl-3H-imidazo[4,5-b]pyridin-5-yl)-amino]-4-methyl-pyridine-2-carbonitrile C(C)(C)(C)[Si](OCCCN(C=1C(=CC(=NC1)C#N)C)C1=CC(=C2C(=N1)N(C=N2)C)Cl)(C)C